FC1=CC=C(C=C1)CC(=O)NC=1C=C2CCN(C2=CC1[N+](=O)[O-])CC1=CC=C(C=C1)C(F)(F)F 2-(4-Fluorophenyl)-N-[6-nitro-1-(4-trifluoromethylbenzyl)-2,3-dihydro-1H-indol-5-yl]-acetamide